C(C=C)(=O)N1C(CC(CC1)N1C=NC=2C(=NC=3C(=C(C(=CC3C21)Cl)C2=CC(=CC1=CC=CC=C21)O)F)N2CC(C2)N(C)C)CC#N 2-(1-acryloyl-4-(8-chloro-4-(3-(dimethylamino)azetidin-1-yl)-6-fluoro-7-(3-hydroxy-naphthalen-1-yl)-1H-imidazo[4,5-c]quinolin-1-yl)piperidin-2-yl)acetonitrile